N1-(2-((8-(2H-tetrazol-5-yl)benzo[c][2,6]naphthyridin-5-yl)amino)ethyl)-N4-((2-chloro-[1,1'-biphenyl]-4-yl)methyl)butane-1,4-diamine N=1NN=NC1C=1C=CC2=C(N=C(C3=CC=NC=C23)NCCNCCCCNCC2=CC(=C(C=C2)C2=CC=CC=C2)Cl)C1